1-[3-acetyl-6-[5-[(6-methylpyridazin-3-yl)amino]benzimidazol-1-yl]-2-pyridinyl]-5-methyl-pyrazole-4-carbonitrile C(C)(=O)C=1C(=NC(=CC1)N1C=NC2=C1C=CC(=C2)NC=2N=NC(=CC2)C)N2N=CC(=C2C)C#N